C(C)(C)(C)C1=CC=C(C=C1)C(C=O)C 2-(p-tert-butylphenyl)propanal